NC=1N=NC(=CC1OC1C2CN(CC1CC2)C(=O)OC(C)(C)C)C2=C(C=CC=C2)O tert-butyl 8-((3-amino-6-(2-hydroxyphenyl)pyridazin-4-yl)oxy)-3-azabicyclo[3.2.1]octane-3-carboxylate